2-fluoro-5-methoxy-N-methylBenzamide FC1=C(C(=O)NC)C=C(C=C1)OC